C(\C=C\C)(=O)[O-].[Na+] Sodium crotonate